C(C)OCCOCCS(=O)(=O)NC(C1=CC(=CC=C1)F)=O N-((2-(2-ethoxyethoxy)ethyl)sulfonyl)-3-fluorobenzamide